NC(CCN(NC([C@H](CC1CCC1)NC(=O)C1=NC=CN=C1)=O)C(=O)OC(C)(C)C)=O tert-butyl (S)-1-(3-amino-3-oxopropyl)-2-(3-cyclobutyl-2-(pyrazine-2-carboxamido)propanoyl)hydrazine-1-carboxylate